(1s,3s)-3-(3-amino-4-hydroxyphenoxy)cyclobutan-1-carbonitrile NC=1C=C(OC2CC(C2)C#N)C=CC1O